ClC=1C=C(C=C(C1)Cl)C1=CC=C(S1)CC(=O)NCCN1CCS(CC1)(=O)=O 2-(5-(3,5-dichlorophenyl)thiophen-2-yl)-N-(2-(1,1-dioxidothiomorpholino)ethyl)acetamide